BrC=1C=CC=2C(N(C(C3=CC=CC1C23)=O)CCCCCC)=O 6-bromo-2-hexyl-1H-benzo[de]isoquinoline-1,3(2H)-dione